ClC1=NC=C(C=C1C(F)(F)F)OCC1=CC=C(C=C1)OC 2-chloro-5-((4-methoxybenzyl)oxy)-3-(trifluoromethyl)pyridine